CC1=NNC(=C1C1=CC(=C(N1COCC[Si](C)(C)C)C1=C(C=C(C=C1)C)F)C#N)C 5-(3,5-dimethyl-1H-pyrazol-4-yl)-2-(2-fluoro-4-methylphenyl)-1-{[2-(trimethylsilyl)ethoxy]methyl}-1H-pyrrole-3-carbonitrile